(1S,2S)-N-(8-amino-6-(4-methylisothiazol-5-yl)isoquinolin-3-yl)-2-cyanocyclopropane-1-carboxamide NC=1C=C(C=C2C=C(N=CC12)NC(=O)[C@@H]1[C@H](C1)C#N)C1=C(C=NS1)C